7-(trifluoromethyl)-2,3-dihydroquinolin-4(1H)-one FC(C1=CC=C2C(CCNC2=C1)=O)(F)F